N-((2-hydroxynaphthalen-1-yl)(piperidin-4-yl)methyl)acetamide OC1=C(C2=CC=CC=C2C=C1)C(NC(C)=O)C1CCNCC1